(1-cyclopentyl-1H-indol-6-yl)ethanesulfonamide C1(CCCC1)N1C=CC2=CC=C(C=C12)C(C)S(=O)(=O)N